3a-(1-(4-fluorophenyl)-6-methyl-1H-indazol-5-yl)-2-(methylsulfonyl)-5-phenyloctahydrocyclopenta[c]pyrrol-5-ol FC1=CC=C(C=C1)N1N=CC2=CC(=C(C=C12)C)C12C(CN(C1)S(=O)(=O)C)CC(C2)(O)C2=CC=CC=C2